octenoyl chloride C(C=CCCCCC)(=O)Cl